C12C(C3CC(CC(C1)C3)C2)OC(CCC2=CC=C(C=C2)C(C(=O)O)=O)=O 4-(3-(((1r,3r,5r,7r)-adamantan-2-yl)oxy)-3-oxopropyl)phenylglyoxylic acid